COC(C[C@H]1CN(CC1)C1=C(C=C(C=C1F)Br)F)=O 2-[(3S)-1-(4-bromo-2,6-difluoro-phenyl)pyrrolidin-3-yl]Acetic acid methyl ester